FC1=CC2C(N(C3=C(NC2)C=CC=C3)S(=O)(=O)CC(F)(F)F)C=C1 2-fluoro-5-(2,2,2-trifluoroethanesulfonyl)-5,10,11,11a-tetrahydro-4aH-dibenzo[b,e][1,4]diazepine